N1=C(N=CC=C1)C(C)NCC1=NC=C(C=C1)C(F)(F)F 1-(pyrimidin-2-yl)-N-((5-(trifluoromethyl)pyridin-2-yl)methyl)ethan-1-amine